C1(CC1)C=1C=C(C=NC1)N(S(=O)(=O)C)CC=1SC(=CN1)C=1OC(=NN1)C(F)F N-(5-cyclopropylpyridin-3-yl)-N-({5-[5-(difluoromethyl)-1,3,4-oxadiazol-2-yl]-1,3-thiazol-2-yl}methyl)methanesulfonamide